[Cr].P phosphine mono-chromium